CN(C1=CC(=CC=C1)C(C)C)C1=CC=C(OC=2N=C(C3=C(N2)C=NC=C3)O)C=C1 2-[4-(N-methyl-3-propan-2-ylanilino)phenoxy]pyrido[3,4-d]pyrimidin-4-ol